C1(=CC=CC=C1)CCC(C=CC=CC1=CC=CC=C1)=O 1,7-diphenyl-4,6-heptadien-3-one